trans-(E)-4-(dimethylamino)-N-[4-[[6-(4-hydroxyphenyl)-1H-indazol-4-yl]oxy]cyclohexyl]but-2-enamide CN(C/C=C/C(=O)N[C@@H]1CC[C@H](CC1)OC1=C2C=NNC2=CC(=C1)C1=CC=C(C=C1)O)C